ethyl 3-[3-(tert-butoxycarbonylamino)-4-pyridyl]-3-[tert-butyl(diphenyl)silyl]oxy-propanoate C(C)(C)(C)OC(=O)NC=1C=NC=CC1C(CC(=O)OCC)O[Si](C1=CC=CC=C1)(C1=CC=CC=C1)C(C)(C)C